OC(CC(=O)[O-])(C(CCCCCCCCCC)C(=O)[O-])C(=O)[O-].[K+].[K+].[K+] potassium 2-hydroxy-1,2,3-tridecanetricarboxylate